CN1N=C(C=C1)C1=NC=CC=C1 1-methyl-3-(pyridin-2-yl)-1H-pyrazole